FC(C(=O)N1C[C@@H](CCC1)CC(C)(C)NC[C@H](O)C1=CC(=CC=C1)F)(F)F 2,2,2-Trifluoro-1-((S)-3-(2-(((R)-2-(3-fluorophenyl)-2-hydroxyethyl)-amino)-2-methylpropyl)piperidin-1-yl)ethan-1-one